FC1=C(C=C(C(=C1)F)OC(F)(F)F)NC(OCC=1C=C2C(N(CC2=CC1)C1C(NC(CC1)=O)=O)=O)=O (2-(2,6-dioxopiperidin-3-yl)-3-oxoisoindolin-5-yl)methyl (2,4-difluoro-5-(trifluoromethoxy) phenyl)carbamate